ClC1=CC=C(CNC(NCCCCCC(=O)NC2CCCC2)=O)C=C1 6-(3-(4-chlorobenzyl)ureido)-N-cyclopentylcaproamide